N1(CCCC1)CCCC1OC(CC(CCCCCCNC1)=O)=O (3-(pyrrolidin-1-yl)propyl)-1-oxa-4-azacyclotridecane-11,13-dione